N-(9-azabicyclo[3.3.1]non-3-yl)-5-(7-fluoro-2-methyl-2H-indazol-5-yl)-N-methyl-[1,3]thiazolo[5,4-b]pyridin-2-amine C12CC(CC(CCC1)N2)N(C=2SC1=NC(=CC=C1N2)C2=CC1=CN(N=C1C(=C2)F)C)C